1-methoxy-3-methyl-1,1,3,3-tetraphenyldisiloxane CO[Si](O[Si](C1=CC=CC=C1)(C1=CC=CC=C1)C)(C1=CC=CC=C1)C1=CC=CC=C1